tert-butyl N-(3-cyclopropyl-6,7-dihydro-5H-thieno[3,2-b]pyran-6-yl)-N-[(2,4-dimethoxyphenyl)methyl]carbamate C1(CC1)C1=CSC2=C1OCC(C2)N(C(OC(C)(C)C)=O)CC2=C(C=C(C=C2)OC)OC